C(C)(C)(C)OC(=O)NC1=CC=C(C=C1)C1=CC(=CC=C1)C(=O)N[C@@H](CO)C(=O)O (4'-((tert-butoxycarbonyl)amino)-[1,1'-biphenyl]-3-carbonyl)-L-serine